S-(((2S,3R,4R,5R)-5-(4-Amino-5-iodo-7H-pyrrolo[2,3-d]pyrimidin-7-yl)-3,4-bis((tert-butyldimethylsilyl)oxy)tetrahydrofuran-2-yl)methyl) thioacetate C(C)(=O)SC[C@H]1O[C@H]([C@@H]([C@@H]1O[Si](C)(C)C(C)(C)C)O[Si](C)(C)C(C)(C)C)N1C=C(C2=C1N=CN=C2N)I